OC1(C(NC2=CC=CC=C12)=O)CC(C1=CC(=CC=C1)Br)=O 3-hydroxy-3-(2-oxo-2-(3-bromophenyl)ethyl)indol-2-one